(cis)-tert-Butyl 3,3-difluoro-4-(6-(methoxycarbonyl)spiro[3.3]heptan-2-yl)hexahydropyrrolo[3,2-b]pyrrole-1(2H)-carboxylate FC1([C@H]2[C@@H](N(C1)C(=O)OC(C)(C)C)CCN2C2CC1(C2)CC(C1)C(=O)OC)F